C1(=CC=CC=C1)CCCC(C)=O benzenepentanone